methyl-methylpropanediamide CC(C(=O)N)(C(=O)N)C